indolocarbazole-d12 C1(C=2C(C(C(C1([2H])[2H])([2H])[2H])([2H])[2H])(N(C1(C(=CC=3C=4C=CC=CC4NC3C12)[2H])[2H])[2H])[2H])([2H])[2H]